BrC1=CC2=C(SC3=C2C=C2C=CC=CC2=C3)C=C1 2-bromobenzo[b]naphtho[2,3-d]thiophene